N-(3-bromo-2-methylphenyl)-N-methyltricyclo[3.3.1.13,7]decane-1-carboxamide BrC=1C(=C(C=CC1)N(C(=O)C12CC3CC(CC(C1)C3)C2)C)C